C(C1=CC=CC=C1)OC(=O)N1[C@H](COCC1)C(=O)O (3R)-4-[(benzyloxy)carbonyl]morpholine-3-carboxylic acid